C1(=CC=C(C=C1)N1C=2C(=CC(=CC2C(C2=CC(=CC=C12)C(C)(C)C)=O)C(C)(C)C)Br)N1C=2C(=CC(=CC2C(C2=CC(=CC=C12)C(C)(C)C)=O)C(C)(C)C)Br 10,10'-(1,4-phenylene)bis(4-bromo-2,7-di-t-butylacridin-9(10H)-one)